9-Hydroxymethylanthracene OCC=1C2=CC=CC=C2C=C2C=CC=CC12